C(N)(=NN)C12CC(CC(N1C(=O)[O-])C2)C cis-1-(carbamohydrazonoyl)-3-methyl-6-azabicyclo[3.1.1]heptane-6-carboxylate